6-fluoro-2-methylpyridin-3-ol FC1=CC=C(C(=N1)C)O